6-((4-hydroxy-1-((R)-3-phenylbutyryl)piperidin-4-yl)methyl)-3-(1-hydroxy-1-methyl-2,3-dihydro-1H-inden-5-yl)-methyl-2,6-dihydro-7H-pyrazolo[4,3-d]pyrimidin-7-one OC1(CCN(CC1)C(C[C@@H](C)C1=CC=CC=C1)=O)CN1C=NC=2C(C1=O)=NN(C2C=2C=C1CCC(C1=CC2)(C)O)C